3-(4-(7-chloro-3-isopropyldibenzo[b,f][1,4]oxazepin-11-yl)piperazin-1-yl)-2,2-dimethylpropionic acid ClC=1C=CC2=C(OC3=C(C(=N2)N2CCN(CC2)CC(C(=O)O)(C)C)C=CC(=C3)C(C)C)C1